(2-(4-methylpiperazin-1-yl)-5-(trifluoromethoxy)pyridin-4-yl)-1,1-diphenylmethanimine CN1CCN(CC1)C1=NC=C(C(=C1)N=C(C1=CC=CC=C1)C1=CC=CC=C1)OC(F)(F)F